2-(5-(3-chlorophenyl)-3-hydroxy-4-methylpicolinamido)-2-methylpropanoic acid ClC=1C=C(C=CC1)C=1C(=C(C(=NC1)C(=O)NC(C(=O)O)(C)C)O)C